4-(3-((1-methoxycyclopropyl)methyl)-5-(2-(1-(3-methoxyphenyl)ethylidene)hydrazinyl)-3H-imidazo[4,5-b]pyridin-7-yl)morpholine COC1(CC1)CN1C=NC=2C1=NC(=CC2N2CCOCC2)NN=C(C)C2=CC(=CC=C2)OC